FC(OC=1C(=CC2=CN(N=C2C1)C)C=1C=C(C=CC1F)C=1C2=C(N=NC1)N(C=N2)CC)F 4-(3-(6-(Difluoromethoxy)-2-methyl-2H-indazol-5-yl)-4-fluorophenyl)-7-ethyl-7H-imidazo[4,5-c]pyridazine